3-[(2-fluorophenyl)methoxy]-5-{(rac)-1-[(1H-imidazol-2-yl)methyl]-5',6'-dihydrospiro[pyrrolidine-3,4'-pyrrolo[1,2-b]pyrazol]-2'-yl}pyridin-2-amine FC1=C(C=CC=C1)COC=1C(=NC=C(C1)C=1C=C2N(N1)CC[C@]21CN(CC1)CC=1NC=CN1)N |r|